CC(CCCCCCCCCC)[N+]=1NC=CC1 1-2-dodecyl-pyrazolium